(((7-(5-(chlorodifluoromethyl)-1,2,4-oxadiazol-3-yl)imidazo[1,2-a]pyridin-2-yl)methyl)imino)(4-fluorophenyl)(methyl)-λ6-sulfanone ClC(C1=NC(=NO1)C1=CC=2N(C=C1)C=C(N2)CN=S(=O)(C)C2=CC=C(C=C2)F)(F)F